N[C@@H]1CC[C@H](CC1)N(C(=O)N[C@@H](C)C1=CC=CC=C1)C1=NC=C(C=C1)C=1C=NC(=NC1)OC 1-(trans-4-aminocyclohexyl)-1-(5-(2-methoxypyrimidin-5-yl)pyridin-2-yl)-3-((1S)-1-phenylethyl)urea